[Si](C)(C)(C(C)(C)C)OCCOC=1C=C(C=CC1)C(C)=O 1-(3-(2-((tert-butyldimethylsilyl)oxy)ethoxy)phenyl)ethan-1-one